CC1=NN(C(C1)=O)C=1C=C2N=CC=NC2=CC1 3-methyl-1-(quinoxalin-6-yl)-1H-pyrazol-5(4H)-one